(Z)-6-((4S,5R)-5-((R,1E,3E,7E,11Z)-9-hydroxytetradec-1,3,7,11-tetraen-5-yn-1-yl)-2,2-dimethyl-1,3-dioxolan-4-yl)hex-4-enoic acid methyl ester COC(CC\C=C/C[C@@H]1OC(O[C@@H]1\C=C\C=C\C#C\C=C\[C@@H](C\C=C/CC)O)(C)C)=O